CC=1SC(=CC1)CS(=O)(=O)C1=CC=CC=C1 2-methyl-5-((benzenesulfonyl)methyl)thiophene